CC=1C=C(\C=C/C2=NS(C3=C2C=CC=C3)(=O)=O)C=CC1 (Z)-3-(3-Methylstyryl)benzisothiazole 1,1-dioxide